tert-butyl (1R,4R)-5-(5-amino-1,2-dimethyl-1H-benzo[d]imidazol-4-yl)-2,5-diazabicyclo[2.2.1]heptane-2-carboxylate NC1=C(C2=C(N(C(=N2)C)C)C=C1)N1[C@H]2CN([C@@H](C1)C2)C(=O)OC(C)(C)C